9,10-bis(isopropoxycarbonylnonyleneoxy)anthracene C(C)(C)OC(=O)CCCCCCCCCOC=1C2=CC=CC=C2C(=C2C=CC=CC12)OCCCCCCCCCC(=O)OC(C)C